4-(tert-butyl)-2-bromopyridine C(C)(C)(C)C1=CC(=NC=C1)Br